ClCCC[Si](Cl)(Cl)C (3-Chloropropyl)methyldichlorsilan